4-[(2,4-difluorophenyl)methyl]piperidine-1,4-dicarboxylic acid O1-tert-butyl O4-ethyl ester C(C)OC(=O)C1(CCN(CC1)C(=O)OC(C)(C)C)CC1=C(C=C(C=C1)F)F